N-(2-((S)-3,4-dimethylpiperazin-1-yl)-5-((6-((R)-3-(3-fluoro-5-(3-fluorophenoxy)phenyl)isoxazolidin-2-yl)pyrimidin-4-yl)amino)-4-methoxyphenyl)acrylamide C[C@H]1CN(CCN1C)C1=C(C=C(C(=C1)OC)NC1=NC=NC(=C1)N1OCC[C@@H]1C1=CC(=CC(=C1)OC1=CC(=CC=C1)F)F)NC(C=C)=O